3,5,6-trimethylcyclohexa-2,5-dien-1,4-dion CC1=CC(C(=C(C1=O)C)C)=O